C1(=CC=CC2=CC3=CC=CC=C3C=C12)NC(C=C)=O acrylic acid anthracylamide